5-oxo-tetrahydrofuran-2-carboxylic acid chloride O=C1CCC(O1)C(=O)Cl